BrC=1C=C(C=C(C1)NS(=O)(=O)C)NC(=O)C=1SC=CC1 N-(3-bromo-5-(methylsulfonamido)phenyl)thiophene-2-carboxamide